Cl.C1(=CC=CC=C1)[C@H](C)OC([C@@H](N)C)=O L-alanine (S)-1-phenylethyl ester hydrochloride salt